8-methyl-4-(piperidin-4-yloxy)quinoline hydrochloride Cl.CC=1C=CC=C2C(=CC=NC12)OC1CCNCC1